C1(=CC=CC2=CC=CC=C12)P(C=1[C-](C=CC1)[C@@H](C)P(C1=CC(=CC(=C1)C)C)C1=CC(=CC(=C1)C)C)C1=CC=CC2=CC=CC=C12.[CH-]1C=CC=C1.[Fe+2] (R)-1-[(S)-2-(di-1-naphthylphosphino)ferrocenyl]ethyl-di-3,5-xylylphosphine